1-(cyclopropylmethyl)-4-methoxy-benzene C1(CC1)CC1=CC=C(C=C1)OC